C(C)(=O)N(C=1SC2=C(C1C(=O)OC(C)(C)C)C=CC(=C2)O)CC2=CC=CC=C2 Tert-butyl 2-[acetyl(benzyl)amino]-6-hydroxy-1-benzothiophene-3-carboxylate